C(C)(C)(C)OC(=O)NC=1C(=C(C=CC1)C=1N=C(SC1C1=NC(=NC=C1)NC[C@H](C)NC(OC)=O)C(C)(C)C)F Methyl (S)-(1-((4-(4-(3-((tert-butoxycarbonyl)amino)-2-fluorophenyl)-2-(tert-butyl)thiazol-5-yl)pyrimidin-2-yl)amino)propan-2-yl)carbamate